3-(3-(piperazin-1-yl)propyl)urea N1(CCNCC1)CCCNC(N)=O